(2S)-2-({[(9H-fluoren-9-yl)methoxy]carbonyl}amino)-3-{[(oxetan-3-yl)methyl]carbamoyl}propanoic acid C1=CC=CC=2C3=CC=CC=C3C(C12)COC(=O)N[C@H](C(=O)O)CC(NCC1COC1)=O